{2-[(2,5-Dioxopyrrolidin-1-yl)oxy]-2-oxoethyl}-1H-pyrrol-2,5-dion O=C1N(C(CC1)=O)OC(CN1C(C=CC1=O)=O)=O